CS(=O)(=O)C1=CC(=CC(=C1)S(=O)(=O)C)S(=O)(=O)C 1,3,5-trimethylsulfonylbenzene